COC1=C(C[C@H]2N(CCCCC2)C2=CC(=CC(N2)=O)N2CCOCC2)C=C(C=C1)OC (S)-6-(2-(2,5-dimethoxybenzyl)azepan-1-yl)-4-morpholinopyridin-2(1H)-one